3-(5-(difluoromethyl)-1,3,4-thiadiazol-2-yl)-8-(4-(methoxymethyl)piperidin-1-yl)-N-(1-methylcyclopropyl)imidazo[1,5-a]pyridine-6-sulfonamide FC(C1=NN=C(S1)C1=NC=C2N1C=C(C=C2N2CCC(CC2)COC)S(=O)(=O)NC2(CC2)C)F